6-fluoro-5-vinyl-1H-indazol FC1=C(C=C2C=NNC2=C1)C=C